F[C@@H]1CN2CCC2(C1)CO ((3S)-3-fluoro-1-azabicyclo[3.2.0]heptan-5-yl)methanol